lysine methylester COC([C@@H](N)CCCCN)=O